5-bromo-N-(2-fluoro-5-(trifluoromethoxy)benzyl)-2,6-dimethylnicotinamide BrC=1C(=NC(=C(C(=O)NCC2=C(C=CC(=C2)OC(F)(F)F)F)C1)C)C